tert-butyl 4-((1-(2,6-dioxopiperidin-3-yl)-3-methyl-2-oxo-2,3-dihydro-1H-benzo[d]imidazol-5-yl)amino)piperidine-1-carboxylate O=C1NC(CCC1N1C(N(C2=C1C=CC(=C2)NC2CCN(CC2)C(=O)OC(C)(C)C)C)=O)=O